N[SiH](N)N triamino-silane